N=C[NH3+] iminomethyl-ammonium